NC=1C=CC(=C(C1)S(=O)(=O)NCC1=C(C=C(C=C1)OC)OC)N1N=C(N=C1)OC 5-amino-N-(2,4-dimethoxybenzyl)-2-(3-methoxy-1H-1,2,4-triazol-1-yl)benzenesulfonamide